2-(10-bromoanthracene-9-yl)-8-chlorodibenzofuran BrC1=C2C=CC=CC2=C(C2=CC=CC=C12)C1=CC2=C(OC3=C2C=C(C=C3)Cl)C=C1